C1(CC1)C(=O)NC1=CC(=C(N=N1)C(=O)NC([2H])([2H])[2H])NC1=C(C(=CC=C1)C1=NNC=N1)OC 6-(Cyclopropanamido)-4-((2-methoxy-3-(1H-1,2,4-triazol-3-yl)phenyl)amino)-N-(methyl-d3)pyridazine-3-carboxamide